1-(3-(2,3-dichlorophenyl)-5-(1-ethoxyvinyl)-1H-pyrazolo[3,4-b]Pyrazin-6-yl)-4-methylpiperidin-4-ylcarbamic acid tert-butyl ester C(C)(C)(C)OC(NC1(CCN(CC1)C1=C(N=C2C(=N1)NN=C2C2=C(C(=CC=C2)Cl)Cl)C(=C)OCC)C)=O